4-amino-N-(4-chlorophenyl)benzenesulfonamide C1=CC(=CC=C1N)S(=O)(=O)NC2=CC=C(C=C2)Cl